NC(C(=O)OC)C1=CC(=C(C=C1)Br)OC(F)(F)F methyl 2-amino-2-(4-bromo-3-(trifluoromethoxy)phenyl)acetate